COC1(C=O)CC(=CC(=C1)OC)OC 1,3,5-trimethoxybenzaldehyde